BrC1=C2C(=NC=C1)N(C(=C2)I)C 4-bromo-2-iodo-1-methyl-1H-pyrrolo[2,3-b]pyridine